2,4-dimethyl-1H-imidazole-5-carboxylate CC=1NC(=C(N1)C)C(=O)[O-]